BrC=1C=NN2C1OCCC2 3-bromo-6,7-dihydro-5H-pyrazolo[5,1-b][1,3]oxazine